(5-((R)-2,2-difluorocyclopropyl)-1-methyl-1H-pyrazol-4-yl)((S)-2,7-dimethyl-3-(3,4,5-trifluorophenyl)-2,4,5,7-tetrahydro-6H-pyrazolo[3,4-c]pyridin-6-yl)methanone FC1([C@H](C1)C1=C(C=NN1C)C(=O)N1[C@H](C=2C(CC1)=C(N(N2)C)C2=CC(=C(C(=C2)F)F)F)C)F